(3-((3-Fluoroazetidin-1-yl)methyl)pyridin-2-yl)boronic acid FC1CN(C1)CC=1C(=NC=CC1)B(O)O